(4-((5-chloro-4-(1-propyl-1H-pyrazol-4-yl)pyrimidin-2-yl)amino)-3-methoxyphenyl)(pyridin-4-yl)methanone ClC=1C(=NC(=NC1)NC1=C(C=C(C=C1)C(=O)C1=CC=NC=C1)OC)C=1C=NN(C1)CCC